C(C)(C)(C)OC(=S)C1=C(SC2=NC(=CC=C21)C)NC2=C(C=C(C=C2)I)F 2-((2-fluoro-4-iodophenyl)amino)-6-methylthiothieno[2,3-b]pyridine-3-carboxylic acid tert-butyl ester